tert-butyl (2R,6S)-4-(5-{[(1E)-(dimethylamino)methylidene]carbamoyl}-7-[6-(methoxymethoxy)-2,7-dimethylindazol-5-yl]-1,8-naphthyridin-3-yl)-2,6-dimethylpiperazine-1-carboxylate CN(C)\C=N\C(=O)C1=C2C=C(C=NC2=NC(=C1)C1=CC2=CN(N=C2C(=C1OCOC)C)C)N1C[C@H](N([C@H](C1)C)C(=O)OC(C)(C)C)C